C(C)(C)(C)OC(N(CC1=C(C2=C(N=CN2C)C(=C1)C1=CC=C(C=C1)OC(F)(F)F)C=O)C(=O)OC(C)(C)C)=O tert-butyl-N-tert-butoxycarbonyl-N-[[4-formyl-3-methyl-7-[4-(trifluoromethoxy) phenyl]benzimidazol-5-yl]methyl]carbamate